sulfinyl chloride S(=O)(Cl)Cl